FC(CCN1CCNCC1)(F)F 1-(3,3,3-trifluoropropyl)piperazine